N1CC(OCC1)C(CC)NS(=O)(=O)C N-(1-(morpholin-2-yl)propyl)methanesulfonamide